N-(4-bromo-2-fluorophenyl)-6-meth-oxy-7-[(1-methylpiperidin-4-yl)methoxy]quinazolin-4-amine BrC1=CC(=C(C=C1)NC1=NC=NC2=CC(=C(C=C12)OC)OCC1CCN(CC1)C)F